XANTHOSINE 5'-MONOPHOSPHATE P(=O)(O)(O)OC[C@@H]1[C@H]([C@H]([C@@H](O1)N1C=NC=2C(=O)NC(=O)NC12)O)O